(rac)-trans-3-amino-1-(N-(trans-2-aminocyclohexyl)sulfamoyl)-4-(3-boronopropyl)pyrrolidine-3-carboxylic acid N[C@@]1(CN(C[C@H]1CCCB(O)O)S(N[C@H]1[C@@H](CCCC1)N)(=O)=O)C(=O)O |r|